NC1=C(C=C(C(=C1)OC)OC)C(=O)N1[C@@H](CC(C1)=C)CO[Si](C)(C)C(C)(C)C (2-amino-4,5-dimethoxy-phenyl)-[(2S)-2-[[tert-butyl-(dimethyl)silyl]oxymethyl]-4-methylene-pyrrolidin-1-yl]methanone